methionyl-benzylamine N[C@@H](CCSC)C(=O)NCC1=CC=CC=C1